(3-fluoro-5-(5-((1R,2S)-2-fluorocyclopropyl)-1,2,4-oxadiazol-3-yl)-2-methylphenyl)-6-(piperazin-1-yl)imidazo[1,2-a]pyridine-3-carboxamide FC=1C(=C(C=C(C1)C1=NOC(=N1)[C@@H]1[C@H](C1)F)C=1N=C2N(C=C(C=C2)N2CCNCC2)C1C(=O)N)C